(3S,11aR)-7-((3,4-difluorobenzyl)(methyl)amino)-6-methoxy-3,4-dihydro-1H,9H,11H-3,11a-methanopyrimido[6',1':2,3]imidazo[5,1-c][1,4]oxazin-9-one FC=1C=C(CN(C2=NC(N3C(N4[C@@]5(CO[C@H](C4)C5)C3)=C2OC)=O)C)C=CC1F